CC=1C=2N(C=C(C1)C1=C(C(=NN1)C(=O)NC1CCN(CC1)CC1CCOCC1)CC(F)(F)F)N=CN2 5-(8-methyl-[1,2,4]triazolo[1,5-a]pyridin-6-yl)-N-(1-((tetrahydro-2H-pyran-4-yl)methyl)piperidin-4-yl)-4-(2,2,2-trifluoroethyl)-1H-pyrazole-3-carboxamide